methyl 7-bromo-2-methyl-8-(naphthalen-1-ylmethyl)-6-oxo-9-(3-(trifluoromethyl)phenyl)-3,4-dihydro-2H,6H-pyrido[1,2-e][1,2,5]thiadiazine-4-carboxylate 1,1-dioxide BrC1=C(C(=C2N(C(CN(S2(=O)=O)C)C(=O)OC)C1=O)C1=CC(=CC=C1)C(F)(F)F)CC1=CC=CC2=CC=CC=C12